(6-fluoro-2-hydroxy-3-methylphenyl)boronic acid FC1=CC=C(C(=C1B(O)O)O)C